6-(acetylamino)-N-(7,8-dimethoxy-2,3-dihydroimidazo[1,2-c]quinazolin-5-yl)nicotinamide 2,3,5,6-tetrafluorophenylborate FC1=C(C(=C(C=C1F)F)F)OB(O)O.C(C)(=O)NC1=NC=C(C(=O)NC2=NC=3C(=C(C=CC3C=3N2CCN3)OC)OC)C=C1